(2-((2R,3S,4S,5S,6R)-3,4,5-trihydroxy-6-(4-isothiocyanatophenoxy)tetrahydro-2H-pyran-2-yl)ethyl)phosphonic acid O[C@@H]1[C@H](O[C@@H]([C@H]([C@H]1O)O)OC1=CC=C(C=C1)N=C=S)CCP(O)(O)=O